BrC=1C=C(C=C(C1)N1N=C(C=C1C)C)[C@H](CC(=O)OC)CN1CC2(C1)CN(CC2)CC2=NC=1NCCCC1C=C2 methyl (S)-3-(3-bromo-5-(3,5-dimethyl-1H-pyrazol-1-yl)phenyl)-4-(6-((5,6,7,8-tetrahydro-1,8-naphthyridin-2-yl)methyl)-2,6-diazaspiro[3.4]octan-2-yl)butanoate